4-(aminomethyl)-3-hydroxypyridine NCC1=C(C=NC=C1)O